ClC1=C(C=C(C2=C3N(N=C12)CCNC3C)C3=NN(C=C3)C)Cl 3-{7,8-dichloro-1-methyl-1H,2H,3H,4H-pyrazino[1,2-b]indazol-10-yl}-1-methylpyrazole